2-(2-propylpyridin-4-yl)-4-(p-tolyl)thiazole C(CC)C1=NC=CC(=C1)C=1SC=C(N1)C1=CC=C(C=C1)C